C(C)(C)(C)C1=CN=C(S1)N1C=C(C=CC1=O)C(=O)N 1-(5-tert-butyl-2-thiazolyl)-6-oxo-3-pyridinecarboxamide